methyl 3-(1,4-dimethyl-1H-benzo[d][1,2,3]triazol-5-yl)-3-(3-(hydroxymethyl) phenyl)-2,2-dimethylpropionate CN1N=NC2=C1C=CC(=C2C)C(C(C(=O)OC)(C)C)C2=CC(=CC=C2)CO